hexahydroquinazoline-7-carboxylic acid N1CNCC2CC=C(C=C12)C(=O)O